CN(C(OC(C)(C)C)=O)C=1C(=NC=C(C1)C(F)(F)F)NC1=NC(=NS1)C1=NC=C(C=C1)OC1COC1 tert-butyl methyl(2-((3-(5-(oxetan-3-yloxy)pyridin-2-yl)-1,2,4-thiadiazol-5-yl)amino)-5-(trifluoromethyl)pyridin-3-yl)carbamate